2,2,2-trifluoroethyl carbonochloridate C(OCC(F)(F)F)(=O)Cl